NC1=C2N=CN(C2=NC=N1)[C@H]1[C@@H]([C@@H]([C@H]2[C@@H](CCC=C12)O)OC)O (1R,2S,3R,3aR,4R)-1-(6-amino-9H-purin-9-yl)-3-methoxy-2,3,3a,4,5,6-hexahydro-1H-indene-2,4-diol